ClC1=CC2=C(N(C(N=C2N2[C@H](CN(CC2)C(C=C)=O)C)=O)C=2C(=NC=CC2C)C(C)C)N=C1C1=C(C=CC=C1)F 6-chloro-7-(2-fluoro-phenyl)-1-(4-methyl-2-(2-propanyl)-3-pyridinyl)-4-((2S)-2-methyl-4-(2-propenoyl)-1-piperazinyl)pyrido-[2,3-d]pyrimidin-2(1H)-one